C(CCCCCC)OCCCCCCCCCCCCCCCCCCCCCCCC n-tetracosyl heptyl ether